Cl.NC1C2CN(CC12)CCC=1C=C(C=CC1)N1C(N=C(C=C1)NC(=O)N1CCNCC1)=O N-(1-(3-(2-(exo-6-Amino-3-azabicyclo[3.1.0]hexan-3-yl)ethyl)phenyl)-2-oxo-1,2-dihydropyrimidin-4-yl)piperazine-1-carboxamide Hydrochloride Salt